OC1=CC2=C(NCCN(S2(=O)=O)C)C=C1C(F)(F)F 8-hydroxy-2-methyl-7-(trifluoromethyl)-2,3,4,5-tetrahydrobenzo[f][1,2,5]thiadiazepine 1,1-dioxide